C(C)C=1SC(=C(C1O)O)CC 2,5-diethyl-3,4-dihydroxythiophene